(3-Glycidyloxypropyl)-methyldiethoxysilan C(C1CO1)OCCC[Si](OCC)(OCC)C